N-(3-((S*)-1-((R)-2-(4-chloro-3-cyanobenzoyl)-3-methyl-10-oxo-1,2,3,4,7,8-hexahydropyrido[4',3':3,4]pyrazolo[1,5-a]pyrazin-9(10H)-yl)ethyl)phenyl)methanesulfonamide ClC1=C(C=C(C(=O)N2CC=3C(=NN4C3C(N(CC4)[C@@H](C)C=4C=C(C=CC4)NS(=O)(=O)C)=O)C[C@H]2C)C=C1)C#N |o1:18|